NC1=NC2=C(C3=CN=CC=C13)C=C(C=C2)C(=O)N([C@H]2COC1=C2C=CC(=C1)C(F)(F)F)CC1CC1 (R)-5-amino-N-(cyclopropylmethyl)-N-(6-(trifluoromethyl)-2,3-dihydrobenzofuran-3-yl)benzo[c][2,6]naphthyridin-9-carboxamide